CN1CCC(CC1)N1N=CC(=C1)C1=NC2=CC=CC=C2N=C1 2-(1-(1-methylpiperidin-4-yl)-1H-pyrazol-4-yl)quinoxaline